3-(((6-(2-chloro-3-(1-(4-(((cis-3-hydroxycyclobutyl)amino)methyl)-3,5-dimethoxyphenyl)-1H-indazol-4-yl)phenyl)-2-methoxypyridin-3-yl)methyl)amino)cyclobutanol ClC1=C(C=CC=C1C1=C2C=NN(C2=CC=C1)C1=CC(=C(C(=C1)OC)CN[C@@H]1C[C@@H](C1)O)OC)C1=CC=C(C(=N1)OC)CNC1CC(C1)O